ClC1=NC(=CC(=C1)C1(CCC1)NS(=O)C(C)(C)C)C1=CC=C(C=C1)F N-(1-(2-chloro-6-(4-fluorophenyl)pyridin-4-yl)cyclobutyl)-2-methylpropane-2-sulfinamide